(R)-1-(2-chloropyridin-3-yl)ethyl (4-(5-((methoxycarbonyl)amino)pyridin-2-yl)-1-methyl-1H-1,2,3-triazol-5-yl)carbamate COC(=O)NC=1C=CC(=NC1)C=1N=NN(C1NC(O[C@H](C)C=1C(=NC=CC1)Cl)=O)C